CC[C@H](C[C@H]([C@@H](C)[C@H]1CC[C@@H]2[C@@]1(CC[C@H]3[C@H]2C=CC4=C[C@H](CC[C@]34C)O)C)O)C(C)C The molecule is a 3beta-hydroxy steroid that is (3beta)-stigmasta-4,6-diene-3-ol with an additional hydroxy group at position 22 (the 22R stereoisomer). Isolated from the whole plants of Haloxylon recurvum, it exhibits chymotrypsin inhibitory activity. It has a role as a metabolite and an EC 3.4.21.1 (chymotrypsin) inhibitor. It is a 22-hydroxy steroid and a 3beta-hydroxy steroid. It derives from a hydride of a stigmastane.